(R)-2-methyltetrahydrofuran-2-carboxamide C[C@]1(OCCC1)C(=O)N